C(C(=O)O)(=O)O.S1C2=C(C=C1)C(=CC=C2)N2CCN(CC2)C(C(=O)N2C1=C(CCC3=C2C=CC=C3)C=CC(=C1)Cl)C [4-(benzo[b]thiophen-4-yl)piperazin-1-yl]-1-[3-chloro-10,11-dihydro-5H-dibenzo[b,f]azepin-5-yl]propan-1-one oxalate salt